ammonia ammonium [NH4+].N